C(#N)CCN1CCN(CC1)C1=NC2=C(N1C(=O)NCCCC1=CC=CC=C1)C=CC=C2 (4-(2-Cyanoethyl)piperazin-1-yl)-N-(3-phenylpropyl)-1H-benzo[d]imidazole-1-carboxamide